N1(CCOCC1)C1=CC(=CC=N1)C1=NNC(=C1C#CC1=CC(=CC=C1)S(N)(=O)=O)C 3-(6-Morpholinylpyridin-4-yl)-4-(3-sulfamoylphenylethynyl)-5-methyl-pyrazole